CC1=CC=C(C=C1)S(=O)(=O)N(C1=CC=CC=C1)C#CC1CC1 N-p-toluenesulfonyl-2-(2-cyclopropyl)ethynylaniline